BrC=1C=C(C=C2C(C(NC12)=O)(C)C)C1=NNC(CC1C)=O 7-bromo-3,3-dimethyl-5-(4-methyl-6-oxo-1,4,5,6-tetrahydropyridazin-3-yl)indolin-2-one